4-methoxy-3-(5-(1-((2-(trimethylsilyl)ethoxy)methyl)-1H-1,2,4-triazol-5-yl)pyridin-3-yl)phenol COC1=C(C=C(C=C1)O)C=1C=NC=C(C1)C1=NC=NN1COCC[Si](C)(C)C